C(C)OC1=NC=CC=C1C1=NC(=C(C=C1)N1[C@H](C[C@H](CC1)O)CC)C(=O)O |r| rac-2'-ethoxy-5-[cis-2-ethyl-4-hydroxypiperidin-1-yl]-[2,3'-bipyridine]-6-carboxylic acid